NCC(C=1SC(=CC1)Cl)NC(=O)C=1N=CN(C1)C1=NC(=NC=C1C)NC1CCOCC1 N-(2-amino-1-(5-chlorothiophen-2-yl)ethyl)-1-(5-methyl-2-((tetrahydro-2H-pyran-4-yl)amino)-pyrimidin-4-yl)-1H-imidazole-4-carboxamide